OC=1C=C(C=CC1)C1NC(NC(=C1C(=O)NC1=CC=C(C=C1)C(\C=C\C1=CC(=CC=C1)[N+](=O)[O-])=O)C)=S 4-(3-Hydroxyphenyl)-6-methyl-N-[4-[(E)-3-(3-nitrophenyl)prop-2-enoyl]phenyl]-2-sulfanylidene-3,4-dihydro-1H-pyrimidine-5-carboxamide